(±)-3-((3-(1-(Azetidin-3-ylmethyl)piperidin-4-yl)phenyl)amino)piperidine-2,6-dione N1CC(C1)CN1CCC(CC1)C=1C=C(C=CC1)N[C@H]1C(NC(CC1)=O)=O |r|